(3R)-3-(4-Chlorophenyl)-2-[(5-chloropyridin-2-yl)methyl]-3-[(2R)-3-hydroxy-2-methyl(3,3-2H2)propoxy]-6-(2-hydroxypropan-2-yl)-2,3-dihydro-1H-isoindol-1-on ClC1=CC=C(C=C1)[C@@]1(N(C(C2=CC(=CC=C12)C(C)(C)O)=O)CC1=NC=C(C=C1)Cl)OC[C@@H](C([2H])([2H])O)C